COC=1C(=CC2=C(OCO2)C1OC)CC(C)N 1-(6,7-dimethoxy-1,3-benzodioxolan-5-yl)propan-2-amine